BrC(C(=O)OCC)(C)C Ethyl α-bromoisobutyrate